1-(1-methyl-1-phenyl-ethyl)-3-(4-methyl-phenyl)-urea CC(C)(C1=CC=CC=C1)NC(=O)NC1=CC=C(C=C1)C